(R)-N-(5-(5-(difluoromethyl)-1,2,4-oxadiazol-3-yl)-2,3-dihydro-1H-inden-1-yl)cyclopropanecarboxamide FC(C1=NC(=NO1)C=1C=C2CC[C@H](C2=CC1)NC(=O)C1CC1)F